(3-chloro-2,4-dimethyl-5,7-dihydropyrrolo[3,4-b]pyridin-6-yl)-[(3R)-1-[4-(trifluoromethyl)pyrimidin-2-yl]pyrrolidin-3-yl]methanone ClC=1C(=C2C(=NC1C)CN(C2)C(=O)[C@H]2CN(CC2)C2=NC=CC(=N2)C(F)(F)F)C